bis{(trifluoromethyl)dicarboxyphenoxy}trifluoromethylbenzene FC(F)(F)C1=C(C(=C(OC=2C(=C(C=CC2)C(F)(F)F)OC2=C(C(=C(C=C2)C(F)(F)F)C(=O)O)C(=O)O)C=C1)C(=O)O)C(=O)O